CC1=CC=C(C=C1)S(=O)(=O)O.C1(CCCC1)C=1N=C2N(C=C(C=C2)OC\C(\CN)=C/F)C1 (Z)-2-(((2-cyclopentylimidazo[1,2-a]pyridin-6-yl)oxy)methyl)-3-fluoroprop-2-en-1-amine 4-methylbenzenesulfonate